CC1(OB(OC1(C)C)C1=NC=CC=C1)C.B(OC1=NC=CC(=C1C(C)C)C(C)C)(O)O diisopropylpyridin-2-yl borate compound with 2-(4,4,5,5-tetramethyl-1,3,2-dioxaborolan-2-yl)pyridine